3-ethyl-6-((4-(2-fluoro-6-(1H-imidazol-2-yl)pyridin-3-yl)piperazin-1-yl)methyl)thieno[3,2-d]pyrimidine-2,4(1H,3H)-dione C(C)N1C(NC2=C(C1=O)SC(=C2)CN2CCN(CC2)C=2C(=NC(=CC2)C=2NC=CN2)F)=O